C(C1=CC=CC=C1)NCC1=NC(=CC=C1)CNCC1=CC=CC=C1 2,6-bis(benzylaminomethyl)pyridine